C1(=CC=CC=C1)S(=O)(=O)N1C(=CC=2C1=NC=CC2C2=CC=NC=C2)CCNC(=O)[C@H]2N(CCC2)C(=O)OC(C)(C)C tert-butyl (S)-2-((2-(1-(phenylsulfonyl)-4-(pyridin-4-yl)-1H-pyrrolo[2,3-b]pyridin-2-yl)ethyl)carbamoyl)pyrrolidine-1-carboxylate